NC1=CC(=C(C=C1)NC(C)=O)O[C@@H]1COCC1 (S)-N-(4-amino-2-((tetrahydrofuran-3-yl)oxy)phenyl)acetamide